COC1=C(CNC2=NC=3C(=CC(=CC3C=3N2N=C(N3)[C@@]3(CNCCC3)F)F)OC)C=CC(=C1)OC |o1:19| (R or S)-N-(2,4-dimethoxybenzyl)-9-fluoro-2-(3-fluoropiperidin-3-yl)-7-methoxy-[1,2,4]triazolo[1,5-c]quinazolin-5-amine